5-chloro-2-(difluoromethoxy)-3-[5-(3-fluorophenyl)-4-methyl-1,2,4-triazol-3-yl]pyridine ClC=1C=C(C(=NC1)OC(F)F)C1=NN=C(N1C)C1=CC(=CC=C1)F